(1R,4R)-4-((5-amino-8-(tetrahydrofuran-3-yl)pyrido[4,3-d]pyrimidin-2-yl)amino)cyclohexane NC1=NC=C(C=2N=C(N=CC21)NC2CCCCC2)C2COCC2